(R)-2-fluoro-3-(3-(hydroxymethyl)morpholino)-6-nitrobenzonitrile FC1=C(C#N)C(=CC=C1N1[C@@H](COCC1)CO)[N+](=O)[O-]